OC1=C(C(=CC(=C1)C(F)(F)F)C)C1=CC=C(N=N1)NC1CCC(NC1)=O 5-((6-(2-hydroxy-6-methyl-4-(trifluoromethyl)phenyl)pyridazin-3-yl)amino)piperidin-2-one